CN(C(C)=O)CC#CCN1CC(CC1)O N-methyl-N-[4-(3-hydroxypyrrolidinyl)-2-butynyl]acetamide